C1(CCCC1)OC1=NC=CC=C1C=1C=NN2C1N=C(C(=C2)F)N2CCN(CC2)C(=O)OC(C)(C)C tert-butyl 4-[3-[2-(cyclopentoxy)-3-pyridyl]-6-fluoro-pyrazolo[1,5-a]pyrimidin-5-yl]piperazine-1-carboxylate